methyl-5-(3-(1-((4-methylquinazolin-2-yl)methyl)piperidin-4-yl)-1H-pyrazol-5-yl)pyridin CC1=NC=C(C=C1)C1=CC(=NN1)C1CCN(CC1)CC1=NC2=CC=CC=C2C(=N1)C